ClC=1C=C(C=CC1F)NC1=NC=NC2=CC(=CC=C12)O[C@@H]1COCC1 4-((3-chloro-4-fluorophenyl)amino)-7-(((S)-tetrahydrofuran-3-yl)oxy)quinazoline